3-methyl-1-((1S,2R)-1-methyl-5-(pyridin-2-yl)-2,3-dihydro-1H-indene-2-carbonyl)indoline-6-sulfonamide CC1CN(C2=CC(=CC=C12)S(=O)(=O)N)C(=O)[C@H]1[C@@H](C2=CC=C(C=C2C1)C1=NC=CC=C1)C